5-chloro-2-(4,4,5,5-tetramethyl-1,3,2-dioxaborolan-2-yl)aniline Methyl-3-[(E)-3-(4,4,5,5-tetramethyl-1,3,2-dioxaborolan-2-yl)allyloxy]propanoate COC(CCOC\C=C\B1OC(C(O1)(C)C)(C)C)=O.ClC=1C=CC(=C(N)C1)B1OC(C(O1)(C)C)(C)C